methyl (5R)-3-(1-(6-aminopyridazin-3-yl)-2-methoxyethyl)-2-oxo-5-(trifluoromethyl)piperidine-3-carboxylate NC1=CC=C(N=N1)C(COC)C1(C(NC[C@@H](C1)C(F)(F)F)=O)C(=O)OC